C(CCCCCCCC=CCCCCCCCC)(=O)Cl 9-Octadecenoic acid chloride